4-(6-(7,8-dimethyl-3-(trifluoromethyl)-[1,2,4]triazolo[4,3-b]pyridazin-6-yl)-5,6,7,8-tetrahydro-1,6-naphthyridin-3-yl)-2-(pyridin-3-yl)morpholine CC1=C(C=2N(N=C1N1CC=3C=C(C=NC3CC1)N1CC(OCC1)C=1C=NC=CC1)C(=NN2)C(F)(F)F)C